2-ethyl-N-[(1r,3s)-3-{[2-(trifluoromethyl)quinolin-4-yl]amino}cyclohexyl]benzamide C(C)C1=C(C(=O)N[C@H]2C[C@H](CCC2)NC2=CC(=NC3=CC=CC=C23)C(F)(F)F)C=CC=C1